FC(C1=CC(=NC=C1C1=NC(=NC(=N1)N1CCOCC1)N1CCOCC1)N)F 4-(difluoromethyl)-5-(4,6-dimorpholino-1,3,5-triazin-2-yl)pyridin-2-amine